2-Methyl-5-((4-(trifluoromethyl)thiazol-5-yl)methoxy)benzofuran-3-carboxylic acid CC=1OC2=C(C1C(=O)O)C=C(C=C2)OCC2=C(N=CS2)C(F)(F)F